CN1CC(CCC1)NC=1C=2N(C=NN1)C=CC2 N-(1-methylpiperidin-3-yl)pyrrolo[1,2-d][1,2,4]triazin-1-amine